C(C)OC(CC1(SC2=C(C(=N1)N1C=NC=3C1=NC=C(C3C)Cl)C=CC=C2)C)=O.FC2=C(C(=C(C(=C2[B-](C2=C(C(=C(C(=C2F)F)F)F)F)(C2=C(C(=C(C(=C2F)F)F)F)F)C2=C(C(=C(C(=C2F)F)F)F)F)F)F)F)F.C2(=C(C=CC=C2)[N+]2=CC=CC=C2)C tolylpyridinium tetrakis(pentafluorophenyl)borate ethyl-2-(4-(6-chloro-7-methyl-3H-imidazo[4,5-b]pyridin-3-yl)-2-methyl-2H-benzo[e][1,3]thiazin-2-yl)acetate